[Ca+2].OC(CC(=O)[O-])(CC(=O)[O-])C(=O)[O-].OC(CC(=O)[O-])(CC(=O)[O-])C(=O)[O-].[Ca+2].[Ca+2] 2-hydroxy-1,2,3-propane-tricarboxylic acid calcium salt